3-chloro-2-(2-chloroethoxy)-5-(4,4,5,5-tetramethyl-1,3,2-dioxaborolan-2-yl)benzonitrile ClC=1C(=C(C#N)C=C(C1)B1OC(C(O1)(C)C)(C)C)OCCCl